{2-[9-(5-fluoro-pyridin-2-yl)-6-oxa-spiro[4.5]dec-9-yl]-ethyl}-((3-chlorothien-2-yl)-methyl)-amine FC=1C=CC(=NC1)C1(CCOC2(CCCC2)C1)CCNCC=1SC=CC1Cl